cis-1-(4-chlorobutyl)-3-(4-(methoxycarbonyl)phenyl)cyclopentane-1-carboxylic acid ClCCCC[C@@]1(C[C@H](CC1)C1=CC=C(C=C1)C(=O)OC)C(=O)O